C1(=C(C=CC2=CC=CC=C12)OCC=1C=C2C=CC(=CC2=CC1)C(=O)O)C1=C(C=CC2=CC=CC=C12)OCC=1C=C2C=CC(=CC2=CC1)C(=O)O 6,6'-[[1,1'-binaphthalene]-2,2'-diylbis(oxymethylene)]di(naphthalene-2-carboxylic acid)